C(C)(C)(C)OC(=O)N1CC(C2=CC=CC=C12)(C)CC(=O)OC 3-(2-methoxy-2-oxoethyl)-3-methylindolin-1-carboxylic acid tert-butyl ester